CN1C(NC2=C1C(=CC=C2)C2(CCC2)C(=O)O)=O (3-methyl-2-oxo-1H-benzoimidazol-4-yl)cyclobutanecarboxylic acid